C(C)(C)(C)C=1C=C(C=CC1)N1C=NC2=C1C=C(C=C2F)F (3-tert-butylphenyl)-4,6-difluoro-1H-benzo[d]imidazole